4-(1-methyl-4-(trifluoromethyl)-1H-imidazol-2-yl)benzoic acid methyl ester COC(C1=CC=C(C=C1)C=1N(C=C(N1)C(F)(F)F)C)=O